6-[4-amino-1-[2-(dimethylamino)-2-oxo-ethyl]pyrazolo[3,4-d]pyrimidin-3-yl]-N-methyl-1H-indole-2-carboxamide NC1=C2C(=NC=N1)N(N=C2C2=CC=C1C=C(NC1=C2)C(=O)NC)CC(=O)N(C)C